N-[3-[6-carbamoyl-2-[(2-ethyl-5-methyl-pyrazole-3-carbonyl)amino]-3-methyl-benzimidazol-4-yl]oxypropyl]carbamic acid tert-butyl ester C(C)(C)(C)OC(NCCCOC1=CC(=CC=2N=C(N(C21)C)NC(=O)C=2N(N=C(C2)C)CC)C(N)=O)=O